2-[4-(4-Acetylpiperazin-1-yl)phenyl]-6-bromo-N-(1-methylpiperidin-4-yl)-3H-imidazo[4,5-b]pyridin-7-amine C(C)(=O)N1CCN(CC1)C1=CC=C(C=C1)C1=NC=2C(=NC=C(C2NC2CCN(CC2)C)Br)N1